C(C1=CC=CC=C1)S(=O)(=O)C1=NC2=C(N1C[C@H]1OCC1)C=C(C=C2)C(=O)OC methyl (S)-2-benzylsulfonyl-1-(oxetan-2-ylmethyl)-1H-benzo[d]imidazole-6-carboxylate